ClC=1N=C(C2=C(N1)N(CCC2)C(=O)[O-])NCC2=CC=C(C=C2)C=2N(C=C(N2)C(F)(F)F)C 2-chloro-4-[[4-[1-methyl-4-(trifluoromethyl)imidazol-2-yl]phenyl]methylamino]-6,7-dihydro-5H-pyrido[2,3-d]pyrimidine-8-carboxylate